OC(COC1=CC=C(N=N1)C1=C(C=C(C=C1C)C(F)(F)F)O)(C)C 2-(6-(2-Hydroxy-2-methylpropoxy)pyridazin-3-yl)-3-methyl-5-(trifluoromethyl)phenol